2-[1-[2-[3,5-bis(difluoromethyl)pyrazol-1-yl]acetyl]-4-piperidinyl]thiazole FC(C1=NN(C(=C1)C(F)F)CC(=O)N1CCC(CC1)C=1SC=CN1)F